((1R,4R)-4-(cyclopropylmethoxy)cyclohexyl)-8-(tetrahydrofuran-3-yl)pyrido[4,3-d]pyrimidine C1(CC1)COC1CCC(CC1)C=1N=CC2=C(N1)C(=CN=C2)C2COCC2